2-methylthio-3-chloro-6-methyl-1,4-naphthalenediol CSC1=C(C2=CC=C(C=C2C(=C1Cl)O)C)O